(2S,3S)-2-({[1,1'-biphenyl]-3-yl}methyl)-3-(1,2-dihydroxyethyl)-3-{[(R)-2-methylpropan-2-sulfinyl]amino}piperidine-1-carboxylic acid tert-butyl ester C(C)(C)(C)OC(=O)N1[C@H]([C@](CCC1)(N[S@](=O)C(C)(C)C)C(CO)O)CC=1C=C(C=CC1)C1=CC=CC=C1